1-(benzo[d][1,3]dioxin-5-yl)-2-(1H-imidazole-1-yl)ethane O1COCC2=C1C=CC=C2CCN2C=NC=C2